C1(CC1)N(C1=C(C=C(C=C1)F)OC)[C@H]1CC[C@H](CC1)N(C1=CC(N(C=2C=CC(=NC12)C#N)C)=O)C cis-8-[[4-(N-cyclopropyl-4-fluoro-2-methoxy-anilino)cyclohexyl]-methyl-amino]-5-methyl-6-oxo-1,5-naphthyridine-2-carbonitrile